C(C)(C)(C)OC(=O)NC=1OC2=C(C1)C(=C(C=C2)F)C=2C1=C(C=3C(=NC(=NC3C2F)SCC)N2C3CN(CC2CC3)C(=O)OC(C)(C)C)COC1 tert-Butyl 8-[6-[2-(tert-butoxycarbonylamino)-5-fluoro-benzofuran-4-yl]-3-ethylsulfanyl-5-fluoro-7,9-dihydrofuro[3,4-f]quinazolin-1-yl]-3,8-diazabicyclo[3.2.1]octane-3-carboxylate